C(C=C)C(=C(C(=O)N)CC=C)CC=C triallylacrylamide